FC1=CC(=C(C(=O)N)C=C1)S 4-fluoro-2-mercapto-benzamide